C(C)(C)N1C(N(C=2N=NC=3C=CC(=CC3C21)C=2C=NC(=CC2)C(C(F)(F)F)OCCN2CCCCC2)C)=O 1-isopropyl-3-methyl-8-(6-(2,2,2-trifluoro-1-(2-(piperidin-1-yl)ethoxy)ethyl)pyridin-3-yl)-1,3-dihydro-2H-imidazo[4,5-c]cinnolin-2-one